BrC=1C=CC2=C(SC(=C2)C(O)C2CC(C2)(F)F)C1 (6-bromobenzo[b]thiophen-2-yl)(3,3-difluorocyclobutyl)methanol